2-benzyl-1,3-dioxane-5,5-dimethanol C(C1=CC=CC=C1)C1OCC(CO1)(CO)CO